COC1=NC=CC2=C(C=CC=C12)C=1N=CN(C1C(F)(F)F)C(=O)NC1=CC(=NC=C1)C(F)(F)F 4-(1-methoxyisoquinolin-5-yl)-5-(trifluoromethyl)-N-(2-(trifluoromethyl)pyridin-4-yl)-1H-imidazole-1-carboxamide